p-tert-butylbenzene salicylate C(C=1C(O)=CC=CC1)(=O)O.C(C)(C)(C)C1=CC=CC=C1